FC(COC(COC1=CC=C2C(=N1)N(C(=N2)C(=O)NC2(CCS(CC2)(=O)=O)C)C)CC)(C)F 5-[2-(2,2-Difluoropropoxy)butoxy]-3-methyl-N-(4-methyl-1,1-dioxo-thian-4-yl)imidazo[4,5-b]pyridine-2-carboxamide